17β-hydroxy-androsta-4-en-3-one O[C@@H]1[C@]2(C)[C@@H](CC1)[C@@H]1CCC3=CC(CC[C@]3(C)[C@H]1CC2)=O